1-(6-((4-(3-amino-6-(2-hydroxyphenyl)pyridazin-4-yl)piperazin-1-yl)methyl)pyridin-3-yl)dihydropyrimidine-2,4(1H,3H)-dione NC=1N=NC(=CC1N1CCN(CC1)CC1=CC=C(C=N1)N1C(NC(CC1)=O)=O)C1=C(C=CC=C1)O